O1[C@H](CCC1)CN1N=NC2=C1N=CN=C2 3-(((R)-tetrahydrofuran-2-yl)methyl)-3H-[1,2,3]triazolo[4,5-d]pyrimidine